C1=C(C=CC2=CC=CC=C12)C=CC(=O)N 3-(naphthalene-2-yl)acrylamide